(2S,4R)-4-Hydroxy-pyrrolidine-2-carboxylic acid methyl ester hydrochloride Cl.COC(=O)[C@H]1NC[C@@H](C1)O